CN1C2(C3=CC(=CC=C3C1=O)C=1C=CC=C3C=C(C=NC13)C(=O)N1CCOCC1)CC2 methyl-6'-(3-(morpholine-4-carbonyl)quinolin-8-yl)spiro[cyclopropane-1,1'-isoindolin]-3'-one